NC=1C(=NC(=CC1)C=1C=C2C(=NC1)NCC21CC1)C(=O)N1C[C@H](CC1)O (S)-(3-amino-6-(1',2'-dihydrospiro[cyclopropane-1,3'-pyrrolo[2,3-b]pyridin]-5'-yl)pyridin-2-yl)(3-hydroxypyrrolidin-1-yl)methanone